tert-Butyl N-[8-fluoro-6-hydroxy-16-oxo-6,18-bis(trifluoromethyl)-23-oxa-3,4,21-triazatetracyclo[15.3.1.12,5.17,11]tricosa-1(21),2,4,7(22),8,10,12,17,19-nonaen-20-yl]carbamate FC=1C=2C(C3=NN=C(C=4C(=CC(=C(C(CCC=CC(=CC1)C2)=O)N4)C(F)(F)F)NC(OC(C)(C)C)=O)O3)(C(F)(F)F)O